NC1=NC=C(C=N1)C=1N=CN2C1N(C(C1=CC(=CC(=C21)C(C)([2H])NC=2C(=NC=CC2)C=2N=NN(N2)C([2H])([2H])[2H])C)=O)C([2H])([2H])[2H] 3-(2-aminopyrimidin-5-yl)-7-methyl-4-(methyl-d3)-9-(1-((2-(2-(methyl-d3)-2H-tetrazol-5-yl)pyridin-3-yl)amino)ethyl-1-d)imidazo[1,5-a]quinazolin-5(4H)-one